3-(1-(5,7-difluoro-3-methylbenzofuran-2-yl)-2,2,2-trifluoroethyl)urea FC=1C=C(C2=C(C(=C(O2)C(C(F)(F)F)NC(N)=O)C)C1)F